3-((dimethylamino)methyl)-4-(3-methoxyphenyl)-1-(methylsulfonyl)piperidin-4-ol CN(C)CC1CN(CCC1(O)C1=CC(=CC=C1)OC)S(=O)(=O)C